3-{[(3-chloro-7-{[2-(trimethylsilyl)ethoxy]Methyl}pyrrolo[2,3-c]Pyridazin-5-yl)oxy]Methyl}azetidine-1-carboxylic acid tert-butyl ester C(C)(C)(C)OC(=O)N1CC(C1)COC1=CN(C=2N=NC(=CC21)Cl)COCC[Si](C)(C)C